((1r,4R)-4-hydroxy-4-(trifluoromethyl)cyclohexyl)-4-azaspiro[2.5]octane-7-carboxamide OC1(CCC(CC1)C1CC12NCCC(C2)C(=O)N)C(F)(F)F